C1(CC1)NC(=O)NC=1C(=NN2C1N=C(C=C2)N2[C@H](CC(C2)=O)C2=C(C=CC(=C2)F)F)F (R)-1-cyclopropyl-3-(5-(2-(2,5-difluorophenyl)-4-oxopyrrolidin-1-yl)-2-fluoropyrazolo[1,5-a]pyrimidin-3-yl)urea